(3R,4R,5R)-3,5-difluoro-1-[4-({8-[(2R,3S)-3-(methanesulfonylmeth-yl)-2-methylazetidin-1-yl]isoquinolin-3-yl}amino)pyrimidin-2-yl]-3-methylpiperidin-4-ol F[C@@]1(CN(C[C@H]([C@H]1O)F)C1=NC=CC(=N1)NC=1N=CC2=C(C=CC=C2C1)N1[C@@H]([C@H](C1)CS(=O)(=O)C)C)C